2-[bis[(2,4-dimethoxyphenyl)methyl]amino]-4-methoxy-pyrimidin-5-ol nonyl-8-((8,8-bis(((Z)-oct-5-en-1-yl)oxy)octyl)(2-hydroxyethyl)amino)octanoate C(CCCCCCCC)C(C(=O)OC=1C(=NC(=NC1)N(CC1=C(C=C(C=C1)OC)OC)CC1=C(C=C(C=C1)OC)OC)OC)CCCCCCN(CCO)CCCCCCCC(OCCCC\C=C/CC)OCCCC\C=C/CC